3-(((7-(2-Aminopyrimidin-4-yl)-2,3-dihydrofuro[3,2-c]pyridin-4-yl)amino)methyl)-4-fluoro-N-(tetrahydro-2H-pyran-4-yl)benzamid NC1=NC=CC(=N1)C=1C2=C(C(=NC1)NCC=1C=C(C(=O)NC3CCOCC3)C=CC1F)CCO2